C1(=CC=CC=C1)C(=NN(C#N)C)C1=CC=CC=C1 2-(diphenylmethylene)-1-methylhydrazine-1-carbonitrile